ClC=1C=NC(=C(C(=O)NC2CCC(CC2)CN2C(C(C3=CC=C(C=C23)C)(O)C2=C(C=NC=C2)F)=O)C1)C(F)F 5-chloro-2-(difluoromethyl)-N-((1r,4r)-4-((3-(3-fluoropyridin-4-yl)-3-hydroxy-6-methyl-2-oxoindolin-1-yl)methyl)cyclohexyl)nicotinamide